COCCN1CC(C1)CNC=1C(=CN(C(C1)=O)C1CCOCC1)C(=O)N[C@H](C)C1=C(C(=CC=C1)C(F)(F)F)C (R)-4-(((1-(2-methoxyethyl)azetidin-3-yl)methyl)amino)-N-(1-(2-methyl-3-(trifluoromethyl)phenyl)ethyl)-6-oxo-1-(tetrahydro-2H-pyran-4-yl)-1,6-dihydropyridine-3-carboxamide